NC1=C(SC2=NC(=CC=C21)C)C(=O)N[C@@H]2CC=1C=C(C(=NC1CC2)N2C[C@@H]([C@H](C2)OC)N)F 3-amino-N-[(6S)-2-[(3S,4S)-3-amino-4-methoxypyrrolidin-1-yl]-3-fluoro-5,6,7,8-tetrahydroquinolin-6-yl]-6-methylthieno[2,3-b]pyridine-2-carboxamide